C=C1CN(C1)C(C)=O 1-(3-methyleneazetidin-1-yl)ethanone